racemic-citrulline N[C@@H](CCCNC(=O)N)C(=O)O |r|